2-[(2-cyclopropyl-4-{2-[(2-methoxy-phenyl)-methyl-amino]cyclopentylamino}-quinazolin-6-yl)-methyl-amino]-ethanol C1(CC1)C1=NC2=CC=C(C=C2C(=N1)NC1C(CCC1)N(C)C1=C(C=CC=C1)OC)N(CCO)C